C(C)N1C=NC2=C1N=NC=C2C=2C=CC(=C(C2)C=2C=C1C=CN=NC1=CC2OC)F 6-(5-(7-Ethyl-7H-imidazo[4,5-c]pyridazin-4-yl)-2-fluorophenyl)-7-methoxycinnoline